CCC1=NCC(N1)C 2-ethyl-4-methylimidazolin